COC1=C(C=CC(=C1)N2CCOCC2)NC3=NC=C(C(=N3)NC4=CC=CC=C4NS(=O)(=O)C)Cl The molecule is a member of the class of aminopyrimidines that is 2,6-diamino-5-chloropyrimidine in which the amino groups at positions 2 and 6 are respectively carrying 2-methoxy-4-(morpholin-4-yl)phenyl and 2-(methanesulfonylamino)phenyl substituents. It is an inhibitor of the Parkinson's disease kinase LRRK2. It has a role as an EC 2.7.11.1 (non-specific serine/threonine protein kinase) inhibitor. It is an aminopyrimidine, a member of morpholines, an aromatic ether, an organochlorine compound, a sulfonamide and a secondary amino compound.